1-(2-((1R,4R)-2-oxa-5-azabicyclo[2.2.2]octan-5-yl)ethyl)-4-hydroxy-N-((1s,4S)-4-methylcyclohexyl)-2-oxo-1,2-dihydro-1,8-naphthyridine-3-carboxamide [C@H]12OC[C@H](N(C1)CCN1C(C(=C(C3=CC=CN=C13)O)C(=O)NC1CCC(CC1)C)=O)CC2